5-methoxy-6-((6-methylpyridin-3-yl)methoxy)pyridin COC=1C=CC=NC1OCC=1C=NC(=CC1)C